(2S,3R,4R,5R)-4-[[3-(3,4-difluoro-2-methoxy-phenyl)-4,5-dimethyl-tetrahydrofuran-2-carbonyl]amino]pyridine-2-carboxamide FC=1C(=C(C=CC1F)[C@@H]1[C@H](O[C@@H]([C@@H]1C)C)C(=O)NC1=CC(=NC=C1)C(=O)N)OC